N1,N1-dimethyl-N4-2-pyridinyl-1,4-Benzenediamine CN(C1=CC=C(C=C1)NC1=NC=CC=C1)C